C(C1=CC=CC=C1)N1CCC2(CC1)C(C1=CC=C(C=C1C2)C)=O benzyl-5-methylspiro[indene-2,4'-piperidin]-1(3H)-one